FC(C1=CC=C(CNC2=CC=CC=C2)C=C1)(F)F (4-(trifluoromethyl)benzyl)aniline